C(C1=CC=CC=C1)OC1=C(C(=NC(=C1)C1=C(C=C(C(=C1)Cl)C(C(F)(F)F)(C)C)C)C)SC 4-benzyloxy-6-[5-chloro-2-methyl-4-(2,2,2-trifluoro-1,1-dimethyl-ethyl)phenyl]-2-methyl-3-methylsulfanyl-pyridine